C(#N)C=1C=C2C(=CNC2=CC1)CCCCN1CCN(CC1)C1=NC=C(C=N1)C1=CC=CC(=N1)C(=O)N 6-(2-(4-(4-(5-cyano-1H-indol-3-yl)butyl)piperazin-1-yl)pyrimidin-5-yl)pyridine-2-carboxamide